NC=1N=NC(=CC1N1CC2CCC(C1)N2C=2C=C(C=CC2)C=C2CCN(CC2)C(=O)OCC2=CC=CC=C2)C2=C(C=CC=C2)O benzyl 4-[[3-[3-[3-amino-6-(2-hydroxyphenyl)pyridazin-4-yl]-3,8-diazabicyclo[3.2.1]octan-8-yl]phenyl]methylene]piperidine-1-carboxylate